methylbutan-2-one CCC(CC)=O